4-((1-(4-Bromobenzyl)-1H-imidazol-5-yl)methyl)-5-butyl-1-(3-chlorophenyl)piperazin-2-one BrC1=CC=C(CN2C=NC=C2CN2CC(N(CC2CCCC)C2=CC(=CC=C2)Cl)=O)C=C1